4,4'-(trimethylenedioxy)dianiline O(CCCOC1=CC=C(N)C=C1)C1=CC=C(N)C=C1